C1=CSNC(=C1)S(=O)(=O)N thiazinesulfonamide